ClC1=C(C=CC=C1Cl)S(=O)(=O)N1CCN(CCC1)C=1C=CC2=C(C=C(O2)C(=O)O)C1C 5-[4-(2,3-dichloro-benzenesulfonyl)-[1,4]diazepan-1-yl]-4-methyl-benzofuran-2-carboxylic acid